(4S)-8,8-diallyl-N-benzhydryl-4-((S)-2-(methylamino)propanamido)-5-oxooctahydropyrrolo[2,1-b][1,3]oxazepine-7-carboxamide hydrochloride Cl.C(C=C)C1(CC2OCC[C@@H](C(N2C1C(=O)NC(C1=CC=CC=C1)C1=CC=CC=C1)=O)NC([C@H](C)NC)=O)CC=C